para-toluenesulfonamide hexafluorophosphate F[P-](F)(F)(F)(F)F.CC1=CC=C(C=C1)S(=O)(=O)N